6-chloro-5-fluoropicolinate ClC1=C(C=CC(=N1)C(=O)[O-])F